tert-Butyl (R)-3-(1-(4'-(methoxycarbonyl)-3-methyl-[1,1'-biphenyl]-4-yl)-2-oxo-1,2-dihydro-3H-imidazo[4,5-b]pyridin-3-yl)pyrrolidine-1-carboxylate COC(=O)C1=CC=C(C=C1)C1=CC(=C(C=C1)N1C(N(C2=NC=CC=C21)[C@H]2CN(CC2)C(=O)OC(C)(C)C)=O)C